CN1N=C(C2=CC=CC(=C12)N1CCC(CC1)CC1CCNCC1)C1C(NC(CC1)=O)=O 3-[1-methyl-7-[4-(4-piperidylmethyl)-1-piperidyl]indazol-3-yl]piperidine-2,6-dione